2-(2,4-dichlorophenyl)-5-(1H-pyrrolo[2,3-b]pyridin-4-yl)-1H-pyrrole-3-carboxamide ClC1=C(C=CC(=C1)Cl)C=1NC(=CC1C(=O)N)C1=C2C(=NC=C1)NC=C2